CSC1=NN=C(S1)C1=CC=CC=2C1=C(ON2)C(=O)N [5-(methylsulfanyl)-1,3,4-thiadiazol-2-yl]-2,1-benzoxazole-3-carboxamide